F[C@@H]1CN(CC[C@@]1(C(=O)OC)O)C(=O)OC(C)(C)C 1-(tert-butyl) 4-methyl (3R,4S)-3-fluoro-4-hydroxypiperidine-1,4-dicarboxylate